ClC=1C=NC(=C(C(=O)NC2CCC(CC2)CN2C(C(C3=CC=CC=C23)(C2=CC=C(C=C2)C)O)=O)C1)C(F)F 5-chloro-2-(difluoromethyl)-N-((1r,4r)-4-((3-hydroxy-2-oxo-3-(p-tolyl)indolin-1-yl)methyl)cyclohexyl)nicotinamide